ClC=1C=C(C=C(C1)Cl)C1=CC(=CC(=N1)OC=1C=NC(=NC1)N1CCNCC1)CN1CCC(CC1)(CNC(=O)NC)O 4-(5-((6-(3,5-dichloro-phenyl)-4-((4-hydroxy-4-((3-methylureido)methyl)piperidin-1-yl)methyl)pyridin-2-yl)oxy)pyrimidin-2-yl)piperazin